glyoxalic acid C(C=O)(=O)O